4-(pyridin-4-ylmethyl)piperazin N1=CC=C(C=C1)CN1CCNCC1